O=C1NC(CCC1N1C(C2=CC=C(C=C2C1=O)NS(=O)(=O)C1=CC=C(C=C1)O)=O)=O N-(2-(2,6-dioxo-piperidin-3-yl)-1,3-dioxoisoindolin-5-yl)-4-hydroxybenzene-sulfonamide